ClC1=CC=C(C(=N1)C(=O)OC)/N=C/N(C)C Methyl 6-chloro-3-[(E)-dimethylaminomethyleneamino]pyridine-2-carboxylate